C(C)(C)OC1=NN(C=C1[N+](=O)[O-])C(C#N)(C)C 2-(3-isopropoxy-4-nitro-pyrazol-1-yl)-2-methyl-propionitrile